(R)-Formaldehyd C=O